OC1=C(C(=NN1CC(=O)O)C1=CC=C(C=C1)S(=O)(=O)C)C 2-[5-hydroxy-3-(4-methanesulfonylphenyl)-4-methyl-1H-pyrazol-1-yl]acetic acid